BrC1=NN(N=C1Br)CCCCNC(C1=CC(=CC=C1)N1N=C(N=C1C1=CC=C(C=C1)OC)CC)=O N-(4-(4,5-dibromo-2-2H-1,2,3-triazolyl)butyl)-3-(3-ethyl-5-(4-methoxyphenyl)-1H-1,2,4-triazolyl)benzamide